BrC=1C=C(C=C(C1)Br)C1OC2=C(C1)C=C(C=C2)C(F)(F)F 2-(3,5-dibromophenyl)-5-(trifluoromethyl)-2,3-dihydrobenzofuran